ClCCCC(=O)N(C1=NNC(=C1)C1=CC=CC=C1)C 4-chloro-N-methyl-N-(5-phenyl-1H-pyrazol-3-yl)butanamide